C(C)(C)(C)OC(=O)N1CC(C1)OC(=O)N[C@H](C(=O)N[C@H](C(S(=O)(=O)[O-])O)C[C@@H]1C(NCC1)=O)CC(C)C.[Na+] Sodium (2S)-2-((S)-2-((((1-(tert-butoxycarbonyl)azetidin-3-yl)oxy)carbonyl)amino)-4-methylpentanamido)-1-hydroxy-3-((R)-2-oxopyrrolidin-3-yl)propane-1-sulfonate